CON(C(=O)C=1C=CC2=C(N=C(S2)C)C1)C N-methoxy-N,2-dimethylbenzo[d]thiazole-5-carboxamide